CC(C#N)(CC)C 2,2-dimethylbutyronitrile